lanthanum 2,5-dihydroxyterephthalate OC1=C(C(=O)[O-])C=C(C(=C1)C(=O)[O-])O.[La+3].OC1=C(C(=O)[O-])C=C(C(=C1)C(=O)[O-])O.OC1=C(C(=O)[O-])C=C(C(=C1)C(=O)[O-])O.[La+3]